COC=1C=2N(C=C(C1)C=1C=NN(C1C)C1CCN(CC1)C(=O)OC(C)(C)C)N=CC2C(F)(F)F tert-Butyl 4-[4-[4-methoxy-3-(trifluoromethyl) pyrazolo[1,5-a]pyridin-6-yl]-5-methyl-pyrazol-1-yl]piperidine-1-carboxylate